2-ethyl-6-methyl-1,4-naphthalenediol C(C)C1=C(C2=CC=C(C=C2C(=C1)O)C)O